3-[6-[cis-(4-Aminocyclohexyl)amino]-1-methyl-indazol-3-yl]piperidine-2,6-dione hydrochloride Cl.N[C@H]1CC[C@H](CC1)NC1=CC=C2C(=NN(C2=C1)C)C1C(NC(CC1)=O)=O